4-((2-(5-chloro-2-fluorophenyl)-6,7-dihydro-5H-cyclopenta[b]pyridin-4-yl)amino)-N-(1,3-dihydroxypropan-2-yl)nicotinamide ClC=1C=CC(=C(C1)C1=CC(=C2C(=N1)CCC2)NC2=CC=NC=C2C(=O)NC(CO)CO)F